1-(4-(5-(3,5-dichlorophenyl)-5-(trifluoromethyl)-4,5-dihydroisoxazol-3-yl)-2-methylphenyl)-3-methylthiourea ClC=1C=C(C=C(C1)Cl)C1(CC(=NO1)C1=CC(=C(C=C1)NC(=S)NC)C)C(F)(F)F